2-bromo-6-fluoropyridin-3-amine BrC1=NC(=CC=C1N)F